methyl 2-(3-(benzylthio)-1H-pyrazolo[3,4-b]pyridin-1-yl)-2-methylpropanoate C(C1=CC=CC=C1)SC1=NN(C2=NC=CC=C21)C(C(=O)OC)(C)C